(5-fluoro-6-((3-methylisoxazol-5-yl)methoxy)-1H-indol-2-yl)methanamine FC=1C=C2C=C(NC2=CC1OCC1=CC(=NO1)C)CN